3-(3-Chloro-4-nitrophenyl)-N-(6-chloropyridin-3-yl)-2-(trifluoromethyl)oxazolidin-5-carboxamid ClC=1C=C(C=CC1[N+](=O)[O-])N1C(OC(C1)C(=O)NC=1C=NC(=CC1)Cl)C(F)(F)F